C1(=CC=CC=C1)P(C1CCCCC1)(C1CCCCC1)=O phenyl-dicyclohexylphosphine oxide